NCC=1SC(=CN1)C1=NC(=NC=C1C(F)(F)F)NC1CCN(CC1)S(=O)(=O)C 4-[2-(Aminomethyl)-1,3-thiazol-5-yl]-N-(1-methylsulfonylpiperidin-4-yl)-5-(trifluoromethyl)pyrimidin-2-amine